FC=1C(=C(C=CC1F)[C@H]1[C@@H](O[C@H]([C@H]1OC)C(C)C)C(=O)O)OC (2R,3R,4s,5s)-3-(3,4-difluoro-2-methoxyphenyl)-5-isopropyl-4-methoxytetrahydrofuran-2-carboxylic acid